4-((2s,5s)-4-((1-((4-fluorophenyl)sulfonyl)-1H-1,2,3-triazol-4-yl)methyl)-2,5-dimethylpiperazin-1-yl)-1-methyl-2-oxo-1,2-dihydroquinoline-3-carbonitrile FC1=CC=C(C=C1)S(=O)(=O)N1N=NC(=C1)CN1C[C@@H](N(C[C@@H]1C)C1=C(C(N(C2=CC=CC=C12)C)=O)C#N)C